N1(CCCCC1)C1CC(C1)OC1=CC=C(N)C=C1 4-(3-(piperidin-1-yl)cyclobutoxy)aniline